F[C@@H]1CN(CCC1)C=1OC2=C(N1)C=CC(=C2)[N+](=O)[O-] (S)-2-(3-fluoropiperidin-1-yl)-6-nitrobenzo[d]oxazole